4-methyl-piperazine Potassium iodide [I-].[K+].CN1CCNCC1